OC(C)(C)C=1C=C(SC1)S(=O)(=O)NC(NC1=C2CCCC2=CC=C1C1=CC=2N(C=C1)N=C(C2)C)=O 4-(2-hydroxypropan-2-yl)-N-((5-(2-methylpyrazolo[1,5-a]pyridin-5-yl)-2,3-dihydro-1H-inden-4-yl)carbamoyl)thiophene-2-sulfonamide